[N+](=O)([O-])C=1C=CC2=C(C(=N[C@H](C=3N2C(=NN3)SCCN)CCC(=O)OC)C3=C(C=CC=C3)Cl)C1 methyl (S)-3-(8-nitro-6-(2-chlorophenyl)-1-((2-aminoethyl)thio)-4H-benzo[f][1,2,4]triazolo[4,3-a][1,4]diazepin-4-yl)propionate